3-cyano-N-(6,6-dimethyl-5-((3s,8as)-3-methyl-octahydropyrrolo[1,2-a]pyrazine-2-carbonyl)-1,4,5,6-tetrahydropyrrolo[3,4-c]pyrazol-3-yl)benzamide C(#N)C=1C=C(C(=O)NC=2C3=C(NN2)C(N(C3)C(=O)N3C[C@H]2N(C[C@@H]3C)CCC2)(C)C)C=CC1